2-(6-(5-chloro-2-((oxacyclohex-4-yl)amino)pyrimidin-4-yl)-1-oxoisoindolin-2-yl)-N-((1S,2S)-1-(3-ethoxy-5-fluorophenyl)-2-hydroxypropyl)acetamide ClC=1C(=NC(=NC1)NC1CCOCC1)C1=CC=C2CN(C(C2=C1)=O)CC(=O)N[C@H]([C@H](C)O)C1=CC(=CC(=C1)F)OCC